sarcosine triethylamine salt C(C)N(CC)CC.N(C)CC(=O)O